C(C)S(=O)(=O)OC1CC(C1)C#N 3-cyanocyclobutyl ethanesulfonate